6-Chloro-3-[(1R)-1-[2-(4-fluoro-2-methyl-indazol-5-yl)-3,6-dimethyl-4-oxo-chromen-8-yl]ethoxy]pyridine-2-carboxamide ClC1=CC=C(C(=N1)C(=O)N)O[C@H](C)C=1C=C(C=C2C(C(=C(OC12)C1=C(C2=CN(N=C2C=C1)C)F)C)=O)C